2-((hexadecyldisulfanyl)methyl)benzyl hydrogen (((1-(6-amino-9H-purin-9-yl)propan-2-yl)oxy)methyl)phosphonate NC1=C2N=CN(C2=NC=N1)CC(C)OCP(OCC1=C(C=CC=C1)CSSCCCCCCCCCCCCCCCC)(O)=O